P([O-])([O-])(OP([O-])([O-])=S)=S diphosphorothioate